FC(S(=O)(=O)OC1=CC=C(C=2OC3=C(C21)C=CC=C3)C=3C=CC=2N(C1=CC=CC=C1C2C3)C3=CC=CC=C3)(F)F 4-(9-phenyl-9H-carbazol-3-yl)dibenzofuran-1-yl trifluoromethanesulfonate